2,5-dichloro-4-phenylpyrimidin-4-amine ClC1=NC=C(C(N1)(N)C1=CC=CC=C1)Cl